OC1=C(C=C(C=C1)C)CC1=C(C(=CC(=C1)C)CC1=C(C=CC(=C1)C)O)[O-].C(CCC)[P+](CCCC)(CCCC)CCCC Tetrabutyl-phosphonium 2,6-bis[(2-hydroxy-5-methylphenyl)methyl]-4-methylphenolate